(R)-2-amino-N-((S)-1-((5-chloro-2-nitrobenzyl)amino)-1-oxopropan-2-yl)-4-phenylbutanamide hydrochloride Cl.N[C@@H](C(=O)N[C@H](C(=O)NCC1=C(C=CC(=C1)Cl)[N+](=O)[O-])C)CCC1=CC=CC=C1